BrC=1C=C2CN(C(C2=C(C1)F)=O)C1C(NC(CC1)=O)=O 3-(5-bromo-7-fluoro-1-oxo-3H-isoindol-2-yl)piperidine-2,6-dione